[Si](C)(C)(C(C)(C)C)OCCNCC1=C(N)C=CC(=C1)F 2-(((2-((tert-butyldimethylsilyl)oxy)ethyl)amino)-methyl)-4-fluoroaniline